ClC1=NC=CC(=C1)C=1N=C(SC1)NC1=CC=C(C=C1)S(=O)(=O)N 4-((4-(2-chloropyridin-4-yl)thiazol-2-yl)amino)benzenesulfonamide